(3S,4R)-1-(4-((5-(4,5-dihydrofuran-3-yl)-8-((R)-2-methylazetidin-1-yl)-2,7-naphthyridin-3-yl)amino)pyrimidin-2-yl)-3-fluoropiperidin-4-ol O1C=C(CC1)C1=C2C=C(N=CC2=C(N=C1)N1[C@@H](CC1)C)NC1=NC(=NC=C1)N1C[C@@H]([C@@H](CC1)O)F